C(CCCCCCCCCCCCCCCCC)(=O)[O-].[Cd+2].C(CCCCCCCCCCCCCCCCC)(=O)[O-] Cadmium stearat